C(C1=CC=CC=C1)N(C=O)C(C(C(=O)O)=O)CC(C)C 3-(N-Benzylformamido)-5-methyl-2-oxohexanoic Acid